7-phenyl-1H-indole-2-carboxamide C1(=CC=CC=C1)C=1C=CC=C2C=C(NC12)C(=O)N